N-(propan-2-yl)-2-[1-(propan-2-yl)-1H-pyrazol-4-yl]-N-[(3S)-pyrrolidin-3-yl]-1,3-thiazole-4-carboxamide CC(C)N(C(=O)C=1N=C(SC1)C=1C=NN(C1)C(C)C)[C@@H]1CNCC1